2-(7-((2S,5R)-2,5-diethyl-4-(1-(2-hydroxyquinoxalin-6-yl)ethyl)piperazin-1-yl)-4-methyl-5-oxo-4,5-dihydro-2H-pyrazolo[4,3-b]pyridin-2-yl)acetonitrile C(C)[C@@H]1N(C[C@H](N(C1)C(C)C=1C=C2N=CC(=NC2=CC1)O)CC)C=1C=2C(N(C(C1)=O)C)=CN(N2)CC#N